((R)-2,2-difluorocyclopropyl)((S)-4-(4-fluoropyrazolo[1,5-a]pyridin-2-yl)-1,4,6,7-tetrahydro-5H-imidazo[4,5-c]pyridin-5-yl)methanone FC1([C@H](C1)C(=O)N1[C@@H](C2=C(CC1)NC=N2)C2=NN1C(C(=CC=C1)F)=C2)F